C(C)C(CN(CN1N=C(C=C1)C1=CC=CC=C1)CC(CCCC)CC)CCCC 2-ethyl-N-(2-ethylhexyl)-N-((3-phenyl-1H-pyrazol-1-yl)methyl)hexane-1-amine